FC=1C(=NC=CC1)CCN1CCC2(CN(C[C@@H](O2)C)CCC)CC1 (S)-9-(2-(3-Fluoropyridin-2-yl)ethyl)-2-methyl-4-propyl-1-oxa-4,9-diazaspiro[5.5]undecan